ClC=1C(CN=CC1N1CC=2N(CC1)C(=CN2)C(C2=C(C=C(C=C2)O)C(F)(F)F)=O)=O 4-chloro-5-(3-(4-hydroxy-2-(trifluoromethyl)benzoyl)-5,6-dihydroimidazo[1,2-a]pyrazin-7(8H)-yl)pyridin-3(2H)-one